C1N(CCC12CNCC2)CC=2C=CC(=NC2OC)C2=C(C(=NC=C2)C=2C(=C(C=CC2)NC2=NC=CC(=C2F)CNC2CCN(CC2)C(C)=O)Cl)Cl 1-(4-(((2-((3-(5-((2,7-diazaspiro[4.4]nonan-2-yl)methyl)-3'-chloro-6-methoxy-[2,4'-bipyridin]-2'-yl)-2-chlorophenyl)amino)-3-fluoropyridin-4-yl)methyl)amino)piperidin-1-yl)ethan-1-one